(Z)-3-(2-(5-chloro-1H-indol-3-yl)-2-cyanovinyl)-4-(ethylsulfanyl)benzonitrile ClC=1C=C2C(=CNC2=CC1)/C(=C/C=1C=C(C#N)C=CC1SCC)/C#N